N1C=NC(=C1)C1=CC=C(OCC2=NN(C=N2)C)C=C1 3-((4-(1H-imidazol-4-yl)phenoxy)methyl)-1-methyl-1H-1,2,4-triazole